FC1=C(C(=C(C(=C1OC(CSC(C)=O)=O)F)F)F)F S-acetyl-thioglycolic acid pentafluorophenyl ester